ethyl 5-hydroxy-1-(1-hydroxy-2-methylpropan-2-yl)-1H-pyrazole-4-carboxylate OC1=C(C=NN1C(CO)(C)C)C(=O)OCC